OC(CC(=O)OCC)C=1C(=NC=CC1)C ethyl 3-hydroxy-3-(2-methylpyridin-3-yl)propanoate